C1(CCC1)COC(N[C@H]1CN(CCC1)C1=CC=C(C=C1)CNC(=O)C=1N=C2N(C(C1)=O)C=CC=C2)=O (cyclobutylmethyl)-N-[(3R)-1-[4-[[(4-oxopyrido[1,2-a]pyrimidine-2-carbonyl)amino]methyl]phenyl]-3-piperidyl]carbamate